NC=1C(=NN(C1C(=O)OCC)C1=CC=C(C=C1)CN)C1CCC(CC1)(F)F ethyl 4-amino-1-(4-(aminomethyl)phenyl)-3-(4,4-difluorocyclohexyl)-1H-pyrazole-5-carboxylate